potassium 2-isoindolinid-1,3-dione C1([N-]C(C2=CC=CC=C12)=O)=O.[K+]